4-(4-oxo-2-thioxo-1-(4-methylphenyl)-1,3-diazaspiro[4.4]non-3-yl)-2-trifluoromethylbenzonitrile O=C1N(C(N(C12CCCC2)C2=CC=C(C=C2)C)=S)C2=CC(=C(C#N)C=C2)C(F)(F)F